ClC=1C=CC(=C(C1)B(O)O)C(=O)OCC 5-CHLORO-2-(ETHOXYCARBONYL)PHENYLBORONIC ACID